N-(5,6-difluoro-1H-indol-3-yl)-6-(oxan-4-yloxy)pyridine-2-carboxamide FC=1C=C2C(=CNC2=CC1F)NC(=O)C1=NC(=CC=C1)OC1CCOCC1